CN(C(CCCCCCCCCCC\C=C/CCCCCCCC)=O)C N,N-dimethyl-erucamide